N-cyclopentyl-N-{[4,7,10-tris(carboxymethyl)-1,4,7,10-tetraazacyclododec-1-yl]acetyl}glycine 4-Hydroxybutyl-L-Tryptophanate OCCCCN[C@@H](CC1=CNC2=CC=CC=C12)C(=O)O.C1(CCCC1)N(CC(=O)O)C(CN1CCN(CCN(CCN(CC1)CC(=O)O)CC(=O)O)CC(=O)O)=O